3-ethyl-7-(1-(piperazin-1-yl)ethyl)quinolin-2(1H)-one hydrochloride Cl.C(C)C=1C(NC2=CC(=CC=C2C1)C(C)N1CCNCC1)=O